O[C@H]([C@@H](C)[C@H]1CC[C@H]2[C@@H]3CC=C4C[C@](CC[C@@]4([C@H]3CC[C@]12C)C)(O)C)CCC(C)C (3S,8S,9s,10R,13S,14S,17R)-17-((2S,3S)-3-hydroxy-6-methylheptan-2-yl)-3,10,13-trimethyl-2,3,4,7,8,9,10,11,12,13,14,15,16,17-tetradecahydro-1H-cyclopenta[a]phenanthren-3-ol